CN([C@@H]1CC[C@H](CC1)N)C trans-N,N-dimethyl-1,4-cyclohexanediamine